3-[[(1R)-1-(3,6-Dimethyl-4-oxo-2-phenyl-chromen-8-yl)ethyl]amino]pyridine-2-carboxylic acid CC1=C(OC2=C(C=C(C=C2C1=O)C)[C@@H](C)NC=1C(=NC=CC1)C(=O)O)C1=CC=CC=C1